C1(CCCC1)COC1=CC2=C(C=3N(C(O2)C=2SC=CN2)C=C(C(C3)=O)C(=O)O)C=3CCOC31 4-(cyclopentylmethoxy)-11-oxo-7-(thiazol-2-yl)-1,2,7,11-tetrahydrobenzofuro[4,5-e]pyrido[1,2-c][1,3]oxazine-10-carboxylic acid